C1=CC(=CC=C1C(=O)O)O[C@H]2[C@@H]([C@H]([C@@H]([C@H](O2)CO)O)O)O The molecule is a beta-D-glucoside of 4-hydroxybenzoic acid. It is a member of benzoic acids and a beta-D-glucoside. It derives from a benzoic acid. It is a conjugate acid of a 4-(beta-D-glucosyloxy)benzoate.